N-((5-(2-aminopyridin-3-yl)-1H-pyrazol-3-yl)methyl)-2-(trifluoromethoxy)benzamide NC1=NC=CC=C1C1=CC(=NN1)CNC(C1=C(C=CC=C1)OC(F)(F)F)=O